FC(S(=O)(=O)OC1=CC(=CC2=NSC=C21)C=2C=NN(C2)C)(F)F 6-(1-methyl-1H-pyrazol-4-yl)benzo[c]isothiazol-4-yl trifluoromethanesulfonate